2-(6-((1s,4s)-5-((6-methoxypyridin-3-yl)methyl)-2,5-diazabicyclo[2.2.1]heptan-2-yl)pyridin-3-yl)-N-(5-methyl-1H-pyrazol-3-yl)quinazolin-4-amine COC1=CC=C(C=N1)CN1[C@@H]2CN([C@H](C1)C2)C2=CC=C(C=N2)C2=NC1=CC=CC=C1C(=N2)NC2=NNC(=C2)C